2-((4-fluoro-1H-pyrazol-3-yl)methyl)-4-methyl-6-((4-methyl-1H-pyrazol-3-yl)methyl)-4H-thiazolo[5',4':4,5]pyrrolo[2,3-d]pyridazin-5(6H)-one FC=1C(=NNC1)CC=1SC2=C(N(C=3C(N(N=CC32)CC3=NNC=C3C)=O)C)N1